9-methyl-2,3,4,6,7,12-hexahydro-1H-indolo[2,3-a]quinolizine CC=1C=C2C(=CC1)NC1=C2CCN2CCCCC12